(±)-1-(8-Fluoro-6-(5-fluoro-2-((5-(1-methylpiperidin-4-yl)pyridin-2-yl)amino)pyrimidin-4-yl)quinolin-4-yl)ethanol trihydrochloride Cl.Cl.Cl.FC=1C=C(C=C2C(=CC=NC12)[C@@H](C)O)C1=NC(=NC=C1F)NC1=NC=C(C=C1)C1CCN(CC1)C |r|